piperazine dithioformate C(=S)S.N1CCNCC1